C(C(=C)CC(=O)O)(=O)O.C(C(=C)CC(=O)O)(=O)O.C(C(C)O)O 1,2-propylene glycol diitaconate